COC=1C=C2C=CC(=CC2=CC1)C=CC=O 3-(6-methoxynaphthalene-2-yl)acrolein